tetrahydro-2H-pyran-4-yl-methanamine O1CCC(CC1)CN